(3S)-5-(8-fluoro-3-quinolyl)-2,2,3-trimethyl-3H-1,4-benzoxazepine FC=1C=CC=C2C=C(C=NC12)C1=N[C@H](C(OC2=C1C=CC=C2)(C)C)C